OC1=CC(=C(C#N)C=C1)C(=O)N1CC2(C1)CC(C2)C2=CC(=NN2C2=C(C=CC=C2)C)C 4-hydroxy-2-(6-(3-methyl-1-(o-tolyl)-1H-pyrazol-5-yl)-2-azaspiro[3.3]heptane-2-carbonyl)benzonitrile